CC1=C(SC=2N=CN=C(C21)N2N=C(N=C2N)N)C 1-(5,6-dimethylthieno[2,3-d]Pyrimidin-4-yl)-1H-1,2,4-triazole-3,5-diamine